CC=1C=C(C=C(C1OCC(C)(C)C)C)C1C(OC2=C1C=C(C=C2C(C)(C)C)C(C)(C)C)=O 3-(3,5-dimethyl-4-neopentyloxyphenyl)-5,7-di-tert-butylbenzofuran-2-one